1-(1H-1,3-benzodiazol-2-yl)-3-tert-butyl-4-[(oxan-4-yl)methyl]-1H-pyrazol N1C(=NC2=C1C=CC=C2)N2N=C(C(=C2)CC2CCOCC2)C(C)(C)C